ClCCC/C=C/CCCCCC(OCCCC)OCCCC (7E)-11-chloro-1,1-dibutoxy-7-undecene